2-bromo-5-chloro-N-methyl-12-oxa-3-thia-6-azatricyclo[6.4.1.04,13]trideca-1,4(13),7-trien-7-amine BrC1=C2OCCCC3=C(NC(C(S1)=C23)Cl)NC